C(CCCCCCCCCCCC)(=O)O.C=C ethylene tridecanoate